3-cyclopropylpropiolic acid C1(CC1)C#CC(=O)O